CS(C)C=1N=NSC1 Dimethylmercaptothiadiazole